N-Chloroamide Cl[NH-]